CC1C2=C(SCCO1)C=CS2 5-methyl-2,3-dihydro-5H-thieno[3,2-e][1,4]oxathiepine